[N+](=O)([O-])C1=CC=C(C=C1)SSC1=CC=C(C=C1)[N+](=O)[O-] 4-nitrophenyldisulfide